FC1=C(C(=CC2=C1OCC1=NN(C=C12)COCC[Si](C)(C)C)C#N)I 6-Fluoro-7-iodo-2-((2-(trimethylsilyl)ethoxy)methyl)-2,4-dihydrochromeno[3,4-c]pyrazole-8-carbonitrile